(6-amino-3-bromo-2-cyclobutoxypyridin-4-yl)(morpholino)-methanone NC1=CC(=C(C(=N1)OC1CCC1)Br)C(=O)N1CCOCC1